CC[C@H](C)[C@@H](C(=O)[O-])NC(=O)CNC(=O)C[NH3+] The molecule is a tripeptide zwitterion resulting from the transfer of a proton from the carboxy group to the amino group of Gly-Gly-Ile. Major microspecies at pH 7.3. It is a tautomer of a Gly-Gly-Ile.